Cl.Cl.NC1(C(CCC(C1)CCB(O)O)CCN1CCCC1)C(=O)O 1-amino-5-(2-boronoethyl)-2-(2-(pyrrolidin-1-yl)ethyl)cyclohexane-1-carboxylic acid dihydrochloride